C[Si]([C@H]1[C@@H]2CC[C@H]([C@H]1C1=C(C=CC=C1[Si](C)(C)C)C1=CC=CC=C1)C2)(C)C trimethyl-((1r,2s,3s,4s)-3-(3-(trimethylsilyl)-[1,1'-biphenyl]-2-yl)bicyclo[2.2.1]heptane-2-yl)silane